FC=1C=C(C=C(C1)F)[C@@H]1CC[C@H]2OC3(C(N21)=O)CCN(CC3)S(=O)(=O)C3=C(C=CC=C3)C (5'S,7a'R)-5'-(3,5-difluorophenyl)-1-[(2-methylphenyl)sulfonyl]tetrahydro-3'H-spiro[piperidine-4,2'-pyrrolo[2,1-b][1,3]oxazol]-3'-one